ethyl (3S)-3-{5-cyclopropyl-4-fluoro-2'-hydroxy-6'-methyl-[1,1'-biphenyl]-3-yl}-3-{2-[2-fluoro-5-(hydroxymethyl)phenyl]-2-[2-oxo-4-(trifluoromethyl)pyridin-1-yl]acetamido}propanoate C1(CC1)C=1C(=C(C=C(C1)C1=C(C=CC=C1C)O)[C@H](CC(=O)OCC)NC(C(N1C(C=C(C=C1)C(F)(F)F)=O)C1=C(C=CC(=C1)CO)F)=O)F